(5-((4-benzylpiperidin-1-yl)methyl)-4H-1,2,4-triazol-3-yl)-1H-indole-5-carboxamide C(C1=CC=CC=C1)C1CCN(CC1)CC=1NC(=NN1)N1C=CC2=CC(=CC=C12)C(=O)N